COC1=C(CC=2C(=NC=CC2)C(=O)N)C=CC=C1 (2-methoxybenzyl)picolinamide